ethyl 2-(2-((5-bromo-6-methoxybenzofuran-3-yl)methoxy)phenyl)acetate BrC=1C(=CC2=C(C(=CO2)COC2=C(C=CC=C2)CC(=O)OCC)C1)OC